6-chloro-7-(5-fluoropyrazin-2-yl)-1H-indole-3-sulfonyl chloride ClC1=CC=C2C(=CNC2=C1C1=NC=C(N=C1)F)S(=O)(=O)Cl